ClC=1C=C(C=C(C1)Cl)C1(CC(=NO1)N1CC2=C(C1)C(=C(S2)C(=O)NOC)C)C(F)(F)F 5-(5-(3,5-dichlorophenyl)-5-(trifluoromethyl)-4,5-dihydroisoxazol-3-yl)-N-methoxy-3-methyl-5,6-dihydro-4H-thieno[2,3-c]pyrrole-2-carboxamide